ethyl 1-methyl-4,5,6,7-tetrahydro-1H-pyrrolo[2,3-c]pyridine-2-carboxylate 2,2,2-trifluoroacetate FC(C(=O)O)(F)F.CN1C(=CC2=C1CNCC2)C(=O)OCC